CC1=C(C=NN1CC12CC3CC(CC(C1)C3)C2)C=2C(=NC(=CC2)N2CC3=C(C=CC=C3CC2)C(NC=2SC3=NC=CC=C3N2)=O)C(=O)O 3-[5-methyl-1-(tricyclo[3.3.1.13,7]dec-1-ylmethyl)-1H-pyrazol-4-yl]-6-[8-([1,3]thiazolo[5,4-b]pyridin-2-ylcarbamoyl)-3,4-dihydroisoquinolin-2(1H)-yl]pyridine-2-carboxylic acid